FC=1C=C(C=CC1F)C(C)NC(=O)C1=NC=CN=C1 pyrazine-2-carboxylic acid [1-(3,4-difluoro-phenyl)-ethyl]-amide